FC=1C=C(CC2=NC=CC(=C2)N2N=C(C(=C2)C(=O)OC)C)C=C(C1)C(F)(F)F methyl 1-(2-(3-fluoro-5-(trifluoromethyl)benzyl)pyridin-4-yl)-3-methyl-1H-pyrazole-4-carboxylate